7-(cyclopentylamino)-2-isopropyl-8-(naphthalen-1-ylmethyl)-6-oxo-9-(3-(trifluoromethyl)phenyl)-3,4-dihydro-2H,6H-pyrido[1,2-e][1,2,5]thiadiazine-4-carboxylic acid 1,1-dioxide C1(CCCC1)NC1=C(C(=C2N(C(CN(S2(=O)=O)C(C)C)C(=O)O)C1=O)C1=CC(=CC=C1)C(F)(F)F)CC1=CC=CC2=CC=CC=C12